ClC1=CC=CC=2OC3=C(C21)C=C(C=C3)C3=C(C=CC=C3)C3=CC=2C(C1=CC=CC(=C1C2C=C3)C3=CC=CC=C3)(C)C 1-chloro-8-(2-(9,9-dimethyl-5-phenyl-9H-fluoren-2-yl)phenyl)dibenzo[b,d]furan